NCCC(=O)N[C@@H](CCCNC(N)=N)C(=O)O beta-alanylarginine